5-[(1R)-1-(2,4-dichlorophenyl)ethyl]-3-{3-[(3R)-1-(2-hydroxyethyl)piperidin-3-yl]azetidin-1-yl}-7-(trifluoromethyl)pyrrolo[3,2-b]pyrazine-6-carbonitrile ClC1=C(C=CC(=C1)Cl)[C@@H](C)N1C(=C(C2=NC=C(N=C21)N2CC(C2)[C@@H]2CN(CCC2)CCO)C(F)(F)F)C#N